OC1=NC=2N=C(NC(C2N1)=O)N 8-hydroxyguanine